bis-(2-methoxy-1-naphthoyl)-4-ethoxyphenyl-phosphine oxide COC1=C(C2=CC=CC=C2C=C1)C(=O)P(C1=CC=C(C=C1)OCC)(C(=O)C1=C(C=CC2=CC=CC=C12)OC)=O